2-(Cyclobutylamino)-6-[ethyl(methyl)amino]-N-[(2R)-2-hydroxy-2-[(3S)-7-hydroxy-1,2,3,4-tetrahydroisoquinolin-3-yl]ethyl]pyridine-4-carboxamide C1(CCC1)NC1=NC(=CC(=C1)C(=O)NC[C@H]([C@H]1NCC2=CC(=CC=C2C1)O)O)N(C)CC